N-benzyl-3-(2,4-dioxotetrahydropyrimidin-1(2H)-yl)benzofuran-6-carboxamide C(C1=CC=CC=C1)NC(=O)C1=CC2=C(C(=CO2)N2C(NC(CC2)=O)=O)C=C1